C1(=CC=CC=C1)N1C(NC(C1)=O)=O 1-phenylimidazolidine-2,4-dione